2-(chloromethyl)-1H-1,3-benzodiazole ClCC1=NC2=C(N1)C=CC=C2